bistosylate monohydrate O.S(=O)(=O)(O)C1=CC=C(C)C=C1.S(=O)(=O)(O)C1=CC=C(C)C=C1